(S)-2-(3-(2-(3-methoxyazetidin-1-yl)ethyl)-4,5-dimethyl-6-oxopyridazine-1(6H)-yl)-4-methylpentanamide COC1CN(C1)CCC1=NN(C(C(=C1C)C)=O)[C@H](C(=O)N)CC(C)C